N-(bis(3-(tributylsilyl)phenyl)phosphaneyl)-N-cyclooctyl-1,1-bis(4-(tripropylsilyl)phenyl)phosphanamine C(CCC)[Si](C=1C=C(C=CC1)P(N(P(C1=CC=C(C=C1)[Si](CCC)(CCC)CCC)C1=CC=C(C=C1)[Si](CCC)(CCC)CCC)C1CCCCCCC1)C1=CC(=CC=C1)[Si](CCCC)(CCCC)CCCC)(CCCC)CCCC